(S)-2-bromo-6-(3-(5-(trifluoromethyl)pyridin-2-yloxy)pyrrolidin-1-yl)benzonitrile BrC1=C(C#N)C(=CC=C1)N1C[C@H](CC1)OC1=NC=C(C=C1)C(F)(F)F